N1C=NC(=C1)C(C(=O)O)C 2-(1H-imidazol-4-yl)propionic acid